C(C)(C)(C)C1=NC=C(C=C1NC([O-])=O)CO[Si](C)(C)C(C)(C)C (tert-butyl 5-(((tert-butyldimethylsilyl)oxy)methyl)pyridin-3-yl)carbamate